C(C=1C=C(C=CC1)O)C=1C=C(C=CC1)O 3,3'-methylenebis[phenol]